CC(CC(=O)O[C@@H]1[C@H](O[C@@]([C@@H]1O)(C#N)C1=CC=C2C(=NC=NN21)NC([C@H](CC2=CC=C(C=C2)F)N)=O)CO)C (2R,3S,4R,5R)-5-(4-((S)-2-amino-3-(4-fluorophenyl)propanamido)pyrrolo[2,1-f][1,2,4]triazin-7-yl)-5-cyano-4-hydroxy-2-(hydroxymethyl)tetrahydrofuran-3-yl 3-methylbutanoate